CC(C[C@H](COC1=NC(=NC(=C1)C1=C(C=CC=C1C)C)NS(=O)(=O)C=1C=C(C(=O)O)C=CC1)NC1C(N(CC1)C)=O)(C)C 3-[[4-[(2R)-4,4-Dimethyl-2-[(1-methyl-2-oxo-pyrrolidin-3-yl)amino]pentoxy]-6-(2,6-dimethylphenyl)pyrimidin-2-yl]sulfamoyl]benzoic acid